N-[(1R)-1-(4-cyclopropanesulfonylpyridin-2-yl)-2-methoxyethyl]-5-(6-ethoxypyrazin-2-yl)-1,3-thiazole-2-carboxamide C1(CC1)S(=O)(=O)C1=CC(=NC=C1)[C@H](COC)NC(=O)C=1SC(=CN1)C1=NC(=CN=C1)OCC